C1(CC1)C=1C(=NSC1C(=O)NC1=CC(=NC=C1)C(F)(F)F)C1=CC(=CC=C1)C(F)(F)F 4-CYCLOPROPYL-3-(3-(TRIFLUOROMETHYL)PHENYL)-N-(2-(TRIFLUOROMETHYL)PYRIDIN-4-YL)ISOTHIAZOLE-5-CARBOXAMIDE